(cis)-Benzyl 3,3-difluoro-5-tritylhexahydropyrrolo[3,4-b]pyrrole-1(2H)-carboxylate FC1([C@H]2[C@@H](N(C1)C(=O)OCC1=CC=CC=C1)CN(C2)C(C2=CC=CC=C2)(C2=CC=CC=C2)C2=CC=CC=C2)F